C1(=CC=CC=C1)S(=O)(=O)N1C=C(C=2C1=NC(=CC2)C=2C(=NOC2C)C)C2=NC(=NC=C2C(F)(F)F)N[C@H]2CC[C@@H](N(C2)C(=O)OCC2=CC=CC=C2)C benzyl (2S,5S)-5-[[4-[1-(benzenesulfonyl)-6-(3,5-dimethylisoxazol-4-yl) pyrrolo[2,3-b]pyridin-3-yl]-5-(trifluoromethyl)pyrimidin-2-yl]amino]-2-methyl-piperidine-1-carboxylate